FC1=C(C(=O)NC=2C=C(C=CC2)[S@](=O)(C)=NC(=O)[C@H]2N(CCC2)C(=O)OC(C)(C)C)C(=CC=C1C(F)(F)F)OC=1C(=NC(=CC1)F)C tert-butyl (S)-2-(((R)-(3-(2-fluoro-6-((6-fluoro-2-methylpyridin-3-yl)oxy)-3-(trifluoromethyl)benzamido)phenyl)(methyl)(oxo)-λ6-sulfaneylidene) carbamoyl)pyrrolidine-1-carboxylate